OC1=CC=C(C=C1)C1CC(CC(C1)C)(C)C 4-hydroxyphenyl-3,3,5-trimethylcyclohexane